1-[2-chloro-4-(trifluoromethyl)phenyl]-4-{2'-ethyl-[2,3'-bipyridinyl]-5-yl}-N-[(3S)-1-methylpyrrolidin-3-yl]piperidine-4-carboxamide ClC1=C(C=CC(=C1)C(F)(F)F)N1CCC(CC1)(C(=O)N[C@@H]1CN(CC1)C)C=1C=CC(=NC1)C=1C(=NC=CC1)CC